2-chloro-N-[(1R,3S)-3-{[6-chloro-2-(trifluoromethyl)quinolin-4-yl]amino}cyclohexyl]-5-acetamidobenzamide ClC1=C(C(=O)N[C@H]2C[C@H](CCC2)NC2=CC(=NC3=CC=C(C=C23)Cl)C(F)(F)F)C=C(C=C1)NC(C)=O